C1(=CC=CC=C1)S(=O)(=O)O.NC[C@H](C1=CC(=CC=C1)Cl)NC(=O)C=1N=CN(C1)C1=NC(=NC=C1C)NC1CCOCC1 (S)-N-(2-amino-1-(3-chlorophenyl)ethyl)-1-(5-methyl-2-((tetrahydro-2H-pyran-4-yl)amino)pyrimidin-4-yl)-1H-imidazole-4-carboxamide benzenesulfonic acid salt